ClC1=NC=C(C(=N1)Cl)CN1CC(CC1)(F)F 2,4-Dichloro-5-((3,3-difluoropyrrolidin-1-yl)methyl)pyrimidine